NC1CCC(CC1)NC1=NC=CC(=N1)C=1C=NC=CC1OC1=CC(=C(C=C1)NS(=O)(=O)C1=C(C=C(C=C1)CO)F)F N-[4-[[3-[2-(1r,4r)-[(4-Aminocyclohexyl)amino]pyrimidin-4-yl]-4-pyridyl]oxy]-2-fluorophenyl]2-fluoro-4-(hydroxymethyl)benzenesulfonamide